FC1=C(C(=O)NC=2OC(=NN2)C)C=CC(=C1[S@](=O)CCC)C(F)(F)F 2-Fluoro-N-(5-methyl-1,3,4-oxadiazol-2-yl)-3-[(R)-propylsulfinyl]-4-(trifluoromethyl)benzamide